tert-butyl N-(8-{[(3S,4R)-3-fluoro-1-methylpiperidin-4-yl]amino}-3-[(trifluoromethyl)sulfanyl]imidazo[1,2-a]pyrazin-2-yl)carbamate F[C@H]1CN(CC[C@H]1NC=1C=2N(C=CN1)C(=C(N2)NC(OC(C)(C)C)=O)SC(F)(F)F)C